2-(6-(bis(4-methoxybenzyl)amino)-2-butoxy-5-nitropyrimidin-4-yl)acetic acid ethyl ester C(C)OC(CC1=NC(=NC(=C1[N+](=O)[O-])N(CC1=CC=C(C=C1)OC)CC1=CC=C(C=C1)OC)OCCCC)=O